(E)-4-(2-(3-(3-chloro-2-fluoro-6-(1H-tetrazol-1-yl)phenyl)acryloyl)-5-(2-(dimethylamino)-N-methylacetamido)-N-methyl-1,2,3,4-tetrahydroisoquinoline-1-carboxamido)benzoic acid ClC=1C(=C(C(=CC1)N1N=NN=C1)/C=C/C(=O)N1C(C2=CC=CC(=C2CC1)N(C(CN(C)C)=O)C)C(=O)N(C)C1=CC=C(C(=O)O)C=C1)F